C(C(C)C)NC(C1=C(C=C(C=C1OC)N1C=NC2=C1C=CC(=C2)C=2C=NN(C2)C)OC)=O N-isobutyl-2,6-dimethoxy-4-[5-(1-methylpyrazol-4-yl)benzimidazol-1-yl]benzamide